O=S1(C=2C=CC=CC2C(C2=CC=CC=C12)=O)=O dioxo-thioxanthone